Methyl 2-amino-3-(6-(2-aminophenyl)-2,6-diazaspiro[3.3]heptan-2-yl)benzoate NC1=C(C(=O)OC)C=CC=C1N1CC2(C1)CN(C2)C2=C(C=CC=C2)N